ClC=1C(=C(CN2[C@@H](C[C@@](CC2)(C(=O)O)CC2=NC(=NC(=C2F)C2CCC2)NC2=NNC(=C2)C)CC)C=CC1)F (2R,4R)-1-(3-chloro-2-fluorobenzyl)-4-((6-cyclobutyl-5-fluoro-2-((5-methyl-1H-pyrazol-3-yl)amino)-pyrimidin-4-yl)methyl)-2-ethyl-piperidine-4-carboxylic acid